(S)-3-(benzofuran-7-yloxy)-N-methyl-3-(5-methylthiophene-2-yl)propan-1-amine O1C=CC2=C1C(=CC=C2)O[C@@H](CCNC)C=2SC(=CC2)C